C(C)C=1C=CC=C2C=CC=C(C12)N1CC=2N=C(N=C(C2CC1)N1C[C@@H](OCC1)C=1SC=CN1)OCC1(CC1)CN(C)C |o1:24| rel-(R)-1-(1-(((7-(8-ethylnaphthalen-1-yl)-4-(2-(thiazol-2-yl)morpholino)-5,6,7,8-tetrahydropyrido[3,4-d]pyrimidin-2-yl)oxy)methyl)cyclopropyl)-N,N-dimethylmethanamine